tert-butyl (S)-3-(4-((5-((2-bromo-6-chlorophenyl)carbamoyl)-4-methoxypyrimidin-2-yl)amino)-2-methylphenyl)piperidine-1-carboxylate BrC1=C(C(=CC=C1)Cl)NC(=O)C=1C(=NC(=NC1)NC1=CC(=C(C=C1)[C@H]1CN(CCC1)C(=O)OC(C)(C)C)C)OC